C(C)N1C2=C([C@@H]([C@@H](C1=O)NC(=O)C1=NN(C=C1)C(F)(F)F)C1=CC=C(C=C1)F)C(=NN2C2=CC=CC=C2)C(=O)O (4S,5S)-7-ethyl-4-(4-fluorophenyl)-6-oxo-1-phenyl-5-(1-(trifluoromethyl)-1H-pyrazole-3-carboxamido)-4,5,6,7-tetrahydro-1H-pyrazolo[3,4-b]pyridine-3-carboxylic acid